ClC=1N=CC(=NC1)C=O 5-CHLOROPYRAZINE-2-CARBALDEHYDE